FC(CC=C(C(=O)O)C)(F)F.C(C(=C)C)(=O)OCC(F)(F)F 2,2,2-trifluoroethyl methacrylate (2,2,2-trifluoroethyl methacrylate)